N-((4-Chloro-2,6-diisopropylphenyl)carbamoyl)-1-(tetrahydro-2H-pyran-4-yl)-1H-pyrazole-3-sulfonamide, sodium salt [Na].ClC1=CC(=C(C(=C1)C(C)C)NC(=O)NS(=O)(=O)C1=NN(C=C1)C1CCOCC1)C(C)C